C1(CC1)C=1N=CN(C1)C=1C(=C(SC1)F)C(=O)O (4-cyclopropyl-1H-imidazol-1-yl)-2-fluorothiophene-3-carboxylic acid